(3-hydroxymethyl-1H-pyrazol-1-yl)-2-trifluoromethyl-benzonitrile OCC1=NN(C=C1)C=1C(=C(C#N)C=CC1)C(F)(F)F